N1=CC=NC=CC1=O [1,4]diazepine-7-one